Br[Si] bromosilicon